C1(CC1)CN(C1=CC(N(C=2C=CC(=NC12)C#N)C)=O)C1=CC(=CC=C1)C=1C=NC=CC1 8-((cyclopropylmethyl)(3-(pyridin-3-yl)phenyl)amino)-5-methyl-6-oxo-5,6-dihydro-1,5-naphthyridine-2-carbonitrile